C(CCCCCCC\C=C/CCCCCCCC)(=O)C(CCN(C)C)CC(CCCCCCC\C=C/CCCCCCCC)=O (2,3-dioleoyl-propyl)-trimethyl-amine